3-methyl-adipic acid anion CC(CC(=O)[O-])CCC(=O)[O-]